C(#N)C1=CC(=C(C=C1)COC1=CC=CC(=N1)C1=CC(=C(C=C1F)CC=1N(C2=C(N1)C=CC(=C2)C(=O)OC)[C@@H]2COCC2(C)C)F)F methyl 2-[[4-[6-[(4-cyano-2-fluorophenyl)methoxy]-2-pyridyl]-2,5-difluorophenyl]methyl]-3-[(3S)-4,4-dimethyltetrahydrofuran-3-yl]benzimidazole-5-carboxylate